ClC=1C(=C2C=NNC2=C(C1F)N(CC1=CC=NC=C1)C)C=1C=CC=2N(C1)C=C(N2)NC(=O)C2C(C2)F N-(6-(5-chloro-6-fluoro-7-(methyl(pyridin-4-ylmethyl)amino)-1H-indazol-4-yl)imidazo[1,2-a]pyridin-2-yl)-2-fluorocyclopropane-1-carboxamide